CC=1C=C2C=CC=NC2=C(C1)NC(=O)C1=NC=C(N=C1)NCCN1CCNCC1 N-(6-methylquinolin-8-yl)-5-((2-(piperazin-1-yl)ethyl)amino)pyrazine-2-carboxamide